(trans-3-hydroxycyclopentyl)-4-methyl-2-(3-(trifluoromethoxy)phenoxy)-1,4,6,7-tetrahydroimidazo[4,5-e][1,4]diazepine-5,8-dione O[C@@H]1C[C@H](CC1)N1C(=NC=2N(C(CNC(C21)=O)=O)C)OC2=CC(=CC=C2)OC(F)(F)F